C12(CC3CC(CC(C1)C3)C2)C(=O)N2CCN(CC2)C2=CC(=C(C=C2)NC=2N=CC3=C(N2)N(C(C=C3C)=O)C=3C=C(C=CC3)NC(=O)C3CC3)OC N-(3-(2-((4-(4-((3R,5R,7R)-adamantane-1-carbonyl)piperazin-1-yl)-2-methoxyphenyl)amino)-5-methyl-7-oxopyrido[2,3-d]pyrimidin-8(7H)-yl)phenyl)cyclopropanecarboxamide